[Ce].[Ta] tantalum-cerium